(R)-3-isopropylpiperazine-2,5-dione C(C)(C)[C@@H]1C(NCC(N1)=O)=O